NCCNC(COC1=CC=C(C=C1)C(C)(C)C1=CC=C(C=C1)OCC(CCl)O)=O N-(2-aminoethyl)-2-(4-(2-(4-(3-chloro-2-hydroxypropoxy)phenyl)propan-2-yl)phenoxy)acetamide